Cl.C(C)OC(C1=C(C=CC(=C1)OC1CC(C1)N)C(F)(F)F)=O 5-((1r,3r)-3-aminocyclobutoxy)-2-(trifluoromethyl)benzoic acid ethyl ester hydrochloride